ClC1=C(C(N(C2=C(N=CC=C12)Cl)C)=O)C#N 4,8-dichloro-1-methyl-2-oxo-1,7-naphthyridine-3-carbonitrile